(3R,5S)-5-fluoro-3-methylpiperidin-3-ol F[C@H]1C[C@](CNC1)(O)C